C1(CC1)N([C@H]1CN(CC1)C=1N=CC(=NC1)C(=O)[O-])C.[Li+] Lithium (R)-5-(3-(cyclopropyl(methyl)amino)pyrrolidin-1-yl)pyrazine-2-carboxylate